Cl.C1NCCC12CCN(CC2)C2=CC1=C(N(C=N1)C1C(NC(CC1)=O)=O)C=C2 3-[5-(2,8-Diazaspiro[4.5]decan-8-yl)benzimidazol-1-yl]piperidine-2,6-dione hydrochloride